sodium [imino(pyridin-3-yl)methyl](phenyl) cyanate N=C(C=1C=NC=CC1)C1=C(C=CC=C1)OC#N.[Na]